CN1CCN(CC1)C(=O)O[C@H]1/C=C/[C@@H]([C@H](OC(C[C@@H](CC[C@@H]1C)O)=O)/C(=C/C1=CC(=CC(=C1)F)NS(N(C)C)(=O)=O)/C)C [(2S,3S,4E,6R,7S,10R)-2-[(E)-1-[3-(dimethylsulfamoylamino)-5-fluorophenyl]prop-1-en-2-yl]-10-hydroxy-3,7-dimethyl-12-oxo-1-oxacyclododec-4-en-6-yl] 4-methylpiperazine-1-carboxylate